FC=1C(=NC=CC1)C1=CC=C(C=C1)[C@H](CO)NC(=O)[C@H]1NC[C@@H](C1)O (2S,4R)-N-((R)-1-(4-(3-fluoropyridin-2-yl)phenyl)-2-hydroxyethyl)-4-hydroxypyrrolidine-2-carboxamide